tin 1-(trans-3-(pyrimidin-2-ylamino)-4-(4-(trifluoromethyl)benzyloxy)pyrrolidin-1-yl)prop-2-en-1-one N1=C(N=CC=C1)N[C@@H]1CN(C[C@H]1OCC1=CC=C(C=C1)C(F)(F)F)C(C=C)=O.[Sn]